C1(=CC(=CC=C1)[C@@H](C)O)[C@@H](C)O (1R,1'R)-1,1'-(1,3-phenylene)bis(ethan-1-ol)